FC(OC1=C(CN[C@H]2C[C@@H]([C@@H](CC2)NCC2=CC3=C(N(C(N3C)=O)C)C=C2)O)C=CC=C1)F 5-((((1R,2S,4R)-4-((2-(Difluoromethoxy)benzyl)amino)-2-hydroxycyclohexyl)amino)methyl)-1,3-dimethyl-1,3-dihydro-2H-benzo[d]imidazol-2-one